C(C)(C)(C)OC(=O)N1CCN(CC1)C1=NC=C(C=C1)NC1C(NC(CC1)=O)=O 4-[5-(2,6-Dioxo-piperidin-3-ylamino)-pyridin-2-yl]-piperazine-1-carboxylic Acid tert-butyl Ester